CN(C\C=C\1/C(N(CC1)C=1C=C2C(=NC=NC2=CC1)NC1=CC(=C(C=C1)OC1=CC=2N(C=C1)N=CN2)C)=O)C (Z)-3-[2-(dimethylamino)ethylidene]-1-[4-[(3-methyl-4-[[1,2,4]triazolo[1,5-a]pyridin-7-yloxy]phenyl)amino]quinazolin-6-yl]pyrrolidin-2-one